5,11-dihydro-5,11-dimethyl-6H-pyrimido[4,5-b][1,4]benzodiazepin-6-one CN1C2=C(N(C3=C(C1=O)C=CC=C3)C)N=CN=C2